4-[2-(2,4-DICHLOROANILINO)THIAZOL-4-YL]-4-ETHOXYCARBONYL-HEXANOIC ACID ClC1=C(NC=2SC=C(N2)C(CCC(=O)O)(CC)C(=O)OCC)C=CC(=C1)Cl